FC1=C(C(=CC(=C1)F)OCCOC)C1=C2C(=C(N=C1C1=NN3C([C@H](N(C[C@@H]3C)C(=O)OC(C)(C)C)C)=C1)O)SC=C2F tert-butyl (4R,7S)-2-((S)-4-(2,4-difluoro-6-(2-methoxyethoxy)phenyl)-3-fluoro-7-hydroxythieno[2,3-c]pyridin-5-yl)-4,7-dimethyl-6,7-dihydropyrazolo[1,5-a]pyrazine-5(4H)-carboxylate